1-(4-((5-cyclopropyl-3-(2,6-dichlorophenyl)isoxazol-4-yl)methoxy)bicyclo[2.2.2]oct-1-yl)ethan-1-ol C1(CC1)C1=C(C(=NO1)C1=C(C=CC=C1Cl)Cl)COC12CCC(CC1)(CC2)C(C)O